C(C)OC=1C=C(C=2N(C1)N=C1C2C=NN1)C=1C=CC(=NC1)N1CC2(CCC1)CCN(CC2)NC(C2=C(C=CC=C2F)Cl)=O N-(2-(5-(6-ethoxy-1H-pyrazolo[3',4':3,4]pyrazolo[1,5-a]pyridin-4-yl)pyridin-2-yl)-2,9-diazaspiro[5.5]undecan-9-yl)-2-chloro-6-fluorobenzamide